(alphaE)-2-[[[2-[(2,4-dichlorophenyl)amino]-6-(trifluoromethyl)-4-pyrimidinyl]oxy]methyl]-alpha-(methoxymethylene)phenylacetic acid methyl ester COC(/C(=C/OC)/C1=C(C=CC=C1)COC1=NC(=NC(=C1)C(F)(F)F)NC1=C(C=C(C=C1)Cl)Cl)=O